COC=1C=C(C(=O)NC2CCOCC2)C=CC1 3-methoxy-N-(oxan-4-yl)benzamide